1H-pyrazolo[4,3-c]quinoline N1N=CC=2C=NC=3C=CC=CC3C21